C(C)(=O)O.C(C)C1=NC=C(C(=N1)NC=1C2=C(NN1)C(N(C2)C(=O)N2[C@H](CN([C@@H](C2)C)C)C)(C)C)F N-(2-ethyl-5-fluoropyrimidin-4-yl)-6,6-dimethyl-5-{[(2S,5R)-2,4,5-trimethylpiperazin-1-yl]carbonyl}-1,4,5,6-tetrahydropyrrolo[3,4-c]pyrazol-3-amine Acetate Salt